CN(CCN(S(=O)(=O)C)C1=CC=C(C=C1)[N+](=O)[O-])C N-(2-(dimethylamino)ethyl)-N-(4-nitrophenyl)methanesulfonamide